CN(C1=CC=C(CN2CCN3N=C(C(=C32)C(=O)N[C@@H](C)C3=CC=C(C(=O)OC)C=C3)C(F)(F)F)C=C1)C methyl (S)-4-(1-(1-(4-(dimethylamino)benzyl)-6-(trifluoromethyl)-2,3-dihydro-1H-imidazo[1,2-b]pyrazole-7-carboxamido)ethyl)benzoate